COCCOCCOC=1C=C(C(=O)Cl)C=C(C1OCCOCCOC)OCCOCCOC 3,4,5-tris(2-(2-methoxyethoxy)ethoxy)benzoyl chloride